2,4-dimethyl-6-tert-butylphenol CC1=C(C(=CC(=C1)C)C(C)(C)C)O